4-nitro-1,2,3,5,6,7-hexahydro-s-indacen-1-ol [N+](=O)([O-])C1=C2CCC(C2=CC=2CCCC12)O